N2,N4,N6-tris(4-aminophenyl)-1,3,5-triazine-2,4,6-triamine NC1=CC=C(C=C1)NC1=NC(=NC(=N1)NC1=CC=C(C=C1)N)NC1=CC=C(C=C1)N